tert-butyl (E)-5-(3-ethoxy-3-oxoprop-1-en-1-yl)-1-methyl-3,4-dihydroisoquinoline-2(1H)-carboxylate C(C)OC(/C=C/C1=C2CCN(C(C2=CC=C1)C)C(=O)OC(C)(C)C)=O